N,N-dimethylaminosulfonic acid CN(C)S(=O)(=O)O